NC1=C(C(=O)C=2C(N(N(C2C2=CC=CC=C2)C)C2=CC=CC=C2)=O)C=CC(=C1C=1C=C2C=CC(=NC2=CC1)C)C 4-(2-amino-4-methyl-3-(2-methylquinolin-6-yl)benzoyl)-1-methyl-2,5-diphenyl-1H-pyrazol-3{2H}-one